cesium oxygen 2-Chloro-4-((1,3-dimethyl-2-oxo-2,3-dihydro-1H-benzo[d]-imidazol-5-yl)amino)nicotinonitrile ClC1=C(C#N)C(=CC=N1)NC1=CC2=C(N(C(N2C)=O)C)C=C1.[O].[Cs]